1-[2-[[5-[(4-methylpiperazin-1-yl)methyl]pyridin-2-yl]amino]-8-piperidin-1-ylpyrido[3,4-d]pyrimidin-6-yl]propan-1-ol CN1CCN(CC1)CC=1C=CC(=NC1)NC=1N=CC2=C(N1)C(=NC(=C2)C(CC)O)N2CCCCC2